6-((4-((tert-Butyldiphenylsilyl)oxy)butyl)amino)-11-((2-(2-cycloheptylacetoxy)-octyl)thio)undecyl 2-hexyldecanoate C(CCCCC)C(C(=O)OCCCCCC(CCCCCSCC(CCCCCC)OC(CC1CCCCCC1)=O)NCCCCO[Si](C1=CC=CC=C1)(C1=CC=CC=C1)C(C)(C)C)CCCCCCCC